Ethyl 4,6-dichloro-2-(7-fluoro-1-(2-fluorobenzyl)-1H-indazol-3-yl)pyrimidine-5-carboxylate ClC1=NC(=NC(=C1C(=O)OCC)Cl)C1=NN(C2=C(C=CC=C12)F)CC1=C(C=CC=C1)F